2-(2-((3R,4R)-3-Amino-4-fluoropiperidin-1-yl)-5,6-difluoro-1H-benzo[d]imidazol-1-yl)-N-(2-cyanoethyl)-N-((tetrahydrofuran-3-yl)methyl)acetamid N[C@@H]1CN(CC[C@H]1F)C1=NC2=C(N1CC(=O)N(CC1COCC1)CCC#N)C=C(C(=C2)F)F